1,2,4-trimethyl-1,3-pentanediol CC(C(C(C(C)C)O)C)O